BrC1=C(OC2=CC=C(C=N2)N2CC(C2)CC2CCN(CC2)C(=O)OC(C)(C)C)C=CC(=C1)C(=O)OC tert-butyl 4-[[1-[6-(2-bromo-4-methoxycarbonyl-phenoxy)-3-pyridyl]azetidin-3-yl]methyl]piperidine-1-carboxylate